C(C1=CC=CC=C1)O[C@H](COC1=CC=2N(C=C1S(=O)(=O)C(C)(C)C)C(=CN2)C=2C=C(C(=NC2F)N)Cl)C (s)-5-(7-(2-(benzyloxy)propoxy)-6-(tert-butylsulfonyl)imidazo[1,2-a]pyridin-3-yl)-3-chloro-6-fluoropyridin-2-amine